5,6,7-trihydroxy-2-(4-hydroxyphenyl)chromen-4-one OC1=C2C(C=C(OC2=CC(=C1O)O)C1=CC=C(C=C1)O)=O